The molecule is a carotenoid ether that is spirilloxanthin carrying two hydroxy groups, both at position 2. It is a carotenoid ether, a carotenol and a ketone hydrate. It derives from a spirilloxanthin. C/C(=C\\C=C\\C(=C\\C=C\\C(=C\\C=C\\C=C(/C)\\C=C\\C=C(/C)\\C=C\\C=C(/C)\\C=C\\C(C(C)(C)OC)(O)O)\\C)\\C)/C=C/CC(C)(C)OC